(4-(5-(4,4-Difluorocyclohexyl)-1,2,4-oxadiazol-3-yl)-4-(trifluoromethyl)piperidin-1-yl)((2S,4R)-4-hydroxy-5,5-dimethylpiperidin-2-yl)methanone FC1(CCC(CC1)C1=NC(=NO1)C1(CCN(CC1)C(=O)[C@H]1NCC([C@@H](C1)O)(C)C)C(F)(F)F)F